[9-amino-6,7-dichloro-10-(1H-pyrazol-4-yl)-3,4-dihydro-1H-pyrazino[1,2-a]indol-2-yl]-[(2S)-1,4-dioxan-2-yl]methanone NC=1C=2C(=C3N(C2C(=C(C1)Cl)Cl)CCN(C3)C(=O)[C@H]3OCCOC3)C=3C=NNC3